(2-(1-(cyclopropylmethyl)-1,6,7,8-tetrahydropyrrolo[3,2-g]indol-2-yl)-7-fluoro-1-methyl-1H-benzo[d]imidazol-5-yl)methanone C1(CC1)CN1C(=CC=2C=CC=3CCNC3C21)C2=NC1=C(N2C)C(=CC(=C1)C=O)F